2-(2-fluoro-4-methoxyphenyl)-3-(pyridin-4-yl)-4,5,6,7-tetrahydropyrazolo[1,5-a]pyrazine hydrochloride Cl.FC1=C(C=CC(=C1)OC)C1=NN2C(CNCC2)=C1C1=CC=NC=C1